2-AMINO-4-(TRIFLUOROMETHYL)PYRIDINE-3-BORONIC ACID NC1=NC=CC(=C1B(O)O)C(F)(F)F